(S)-4-((1-(3-Chlorobenzyl)pyrrolidin-3-yl)amino)-N-methyl-1H-pyrrolo[2,3-b]pyridine-5-carboxamide ClC=1C=C(CN2C[C@H](CC2)NC2=C3C(=NC=C2C(=O)NC)NC=C3)C=CC1